ClC=1C=C(CC=2C=CC(=NC2)C=2N(C(C=CC2C(=O)N)=O)C)C=C(C1)OC (5-(3-chloro-5-methoxybenzyl)pyridin-2-yl)-1-methyl-6-oxo-1,6-dihydropyridine-3-carboxamide